FC(C1=C(C=CC=C1)C1CC2(COC2)C2=CC=C(C=C12)COC1=CC2=C(C=N1)[C@H]1[C@@H](C2)[C@@H]1C(=O)OCC)(F)F (5aR,6S,6aS)-ethyl 3-((3-(2-(trifluoromethyl)phenyl)-2,3-dihydrospiro[indene-1,3'-oxetan]-5-yl)methoxy)-5,5a,6,6a-tetrahydrocyclopropa[4,5]cyclopenta[1,2-c]pyridine-6-carboxylate